Cyclopentyl(5-{[2-(4-isopropylphenyl)imidazo-[1,2-a]pyridin-3-yl]methyl}-2,5-diazabicyclo[2.2.2]oct-2-yl)methanon C1(CCCC1)C(=O)N1C2CN(C(C1)CC2)CC2=C(N=C1N2C=CC=C1)C1=CC=C(C=C1)C(C)C